N-(6-((6-(5-chloro-2-fluorophenyl)-3-methylpyridazin-4-yl)amino)pyrimidin-4-yl)-3-(4-methylpiperazin-1-yl)propanamide ClC=1C=CC(=C(C1)C1=CC(=C(N=N1)C)NC1=CC(=NC=N1)NC(CCN1CCN(CC1)C)=O)F